ClC=1C(=CC=C2N=CC(=NC12)C=1C=NN(C1)\C=C\C(=C)F)OC1=CC2=C(N=C(N2)C)C=C1 8-Chloro-2-[1-[(1E)-3-fluorobuta-1,3-dienyl]pyrazol-4-yl]-7-[(2-methyl-3H-benzimidazol-5-yl)oxy]quinoxaline